BrCCC1=C(C=CC=C1)B(O)O (bromoethyl)phenylboronic acid